The molecule is a fluoroalkanoic acid that is perfluorinated heptanoic acid. It has a role as a xenobiotic and an environmental contaminant. It derives from a perfluoroheptane and a heptanoic acid. C(=O)(C(C(C(C(C(C(F)(F)F)(F)F)(F)F)(F)F)(F)F)(F)F)O